C/C(/C#N)=C/C (Z)-2-methyl-2-butenenitrile